(R)-(3-(5,7-difluorobenzo[d]thiazol-2-yl)-8-methyl-5,6-dihydro-[1,2,4]triazolo[4,3-a]pyrazin-7(8H)-yl)(4-fluorophenyl)methanone FC=1C=C(C2=C(N=C(S2)C2=NN=C3N2CCN([C@@H]3C)C(=O)C3=CC=C(C=C3)F)C1)F